(R)-N-(4-Cyanobenzyl)-6-((1-((1-(1,2-dihydroxyethyl)cyclopropyl)sulfonyl)cyclopropyl)methyl)-1-methyl-7-oxo-4,5,6,7-tetrahydro-1H-pyrazolo[3,4-c]pyridine-3-carboxamide C(#N)C1=CC=C(CNC(=O)C2=NN(C=3C(N(CCC32)CC3(CC3)S(=O)(=O)C3(CC3)[C@@H](CO)O)=O)C)C=C1